O=C1CCOCC1 4-oxotetrahydropyran